Br.COC(=O)C=1CN(CCC1)C 1-methyl-1,2,5,6-tetrahydropyridine-3-carboxylic acid methyl ester-hydrobromide